FC=1C=C(C=C(C1F)F)[C@H]1N([C@@H](CC1)C)C(CN1C(O[C@]2(C1=O)CCC1=CC(=CC=C12)NC(=O)NC)=O)=O 1-((R)-3'-(2-((2S,5R)-2-(3,4,5-trifluorophenyl)-5-methylpyrrolidin-1-yl)-2-oxoethyl)-2',4'-dioxo-2,3-dihydrospiro[indene-1,5'-oxazolidine]-5-yl)-3-methylurea